CC1=CC=C(C=C1)C(=C)C1=CC(=CC=C1)C(=C)C1=CC=C(C=C1)C.[Li] lithium 1,3-bis[1-(p-methylphenyl)vinyl]benzene